1,3,5-mesitylene-trialdehyde C1(CC(CC(C1)(C)C=O)(C)C=O)(C)C=O